4-(3-amino-5-ethynylpyridin-4-yl)-2-chloro-N-(5-(difluoromethoxy)-6-(2H-1,2,3-triazol-2-yl)pyridin-3-yl)-5-fluorobenzamide NC=1C=NC=C(C1C1=CC(=C(C(=O)NC=2C=NC(=C(C2)OC(F)F)N2N=CC=N2)C=C1F)Cl)C#C